2-(4-(3-amino-5-methyl-1H-pyrazole-1-carbonyl)benzylamino)-3-chloronaphthalene-1,4-dione NC1=NN(C(=C1)C)C(=O)C1=CC=C(CNC=2C(C3=CC=CC=C3C(C2Cl)=O)=O)C=C1